(4-iodophenyl)-4-(5-methyl-2-oxo-2,3-dihydro-1H-1,3-benzodiazol-1-yl)piperidine-1-carboxamide IC1=CC=C(C=C1)C1N(CCC(C1)N1C(NC2=C1C=CC(=C2)C)=O)C(=O)N